2-chloro-6-methyl-3-nitro-pyridin-4-amine ClC1=NC(=CC(=C1[N+](=O)[O-])N)C